ClC1=CC(=C(C=C1C)S(=O)(=O)NC=1C(=C(C(=CC1)F)C=1C=C2C=NC(=NC2=CC1)NC(C(C)(C)C)=O)F)C N-(6-(3-((4-chloro-2,5-dimethylphenyl)sulfonamido)-2,6-difluorophenyl)quinazolin-2-yl)pivalamide